IC=1C=C(C(=O)OC)C=C(C1OCCO)I methyl 3,5-diiodo-4-(2-hydroxyethoxy)-benzoate